(E)-3-(3-fluoro-2-thienyl)prop-2-enal FC1=C(SC=C1)/C=C/C=O